(4'-(2-(Difluoromethylene)cyclopropyl)-2-oxo-2H-[1,2'-bipyridyl]-3-yl)carbamic acid tert-butyl ester C(C)(C)(C)OC(NC=1C(N(C=CC1)C1=NC=CC(=C1)C1C(C1)=C(F)F)=O)=O